(3,4-dihydro-4-oxo-5-azabenzo-1,2,3-triazin-3-yl)tris(pyrrolidino)phosphonium hexafluorophosphate F[P-](F)(F)(F)(F)F.O=C1N(N=NC2=C1N=CC=C2)[P+](N2CCCC2)(N2CCCC2)N2CCCC2